2-hydroxy-5-methyl-M-xylene OC1=C(C=C(C=C1C)C)C